CC1=NC=2C=3C(CCC2C=N1)=C(ON3)C(=O)NC=3SC(=NN3)SC 8-methyl-N-(5-(methylsulfanyl)-1,3,4-thiadiazol-2-yl)-4,5-dihydroisoxazolo[4,3-h]quinazoline-3-carboxamide